FC(C(=O)C1=C(C(=O)O)C=CC(=C1)NCC1=CN=C2N=C(N)NC(=O)C2=N1)(F)F (Trifluoroacetyl)pteroic acid